S(=O)(C1=CC=C(C=C1)N)(=O)[O-] Sulfanilate